3-((7-bromo-3,3-difluoro-2-methyl-1,1-dioxido-2,3-dihydrobenzo[d]isothiazol-6-yl)oxy)-5-fluorobenzonitrile BrC1=C(C=CC=2C(N(S(C21)(=O)=O)C)(F)F)OC=2C=C(C#N)C=C(C2)F